2-(6-chloro-2-oxo-4-phenyl-chromen-7-yl)oxy-N-[4-(2-hydroxyethyl)phenyl]acetamide methyl-2-(6-chloro-2-oxo-4-phenyl-chromen-7-yl)oxypropanoate COC(C(C)OC1=C(C=C2C(=CC(OC2=C1)=O)C1=CC=CC=C1)Cl)=O.ClC=1C=C2C(=CC(OC2=CC1OCC(=O)NC1=CC=C(C=C1)CCO)=O)C1=CC=CC=C1